(R)-10-((((9H-fluoren-9-yl)methoxy)carbonyl)amino)-12-(2-(6-((tert-butoxycarbonyl)amino)-9H-purin-9-yl)acetyl)-2,5,8-trioxa-12-azatetradecan-14-oic acid C1=CC=CC=2C3=CC=CC=C3C(C12)COC(=O)N[C@@H](COCCOCCOC)CN(CC(=O)O)C(CN1C2=NC=NC(=C2N=C1)NC(=O)OC(C)(C)C)=O